4-{4-[(2,5-dimethylphenyl)oxy]phenyl}-5-methyl-2,4-dihydro-3H-1,2,4-triazol-3-one CC1=C(C=C(C=C1)C)OC1=CC=C(C=C1)N1C(NN=C1C)=O